O1C=2C(OCC1COCCC(S(=O)(=O)[O-])C)=CSC2.[Na+] sodium 3-[(2,3-dihydrothieno[3,4-b]-[1,4]dioxin-2-yl) methoxy]-1-methyl-1-propanesulfonate